(S)-8-(6-(3,5-dimethylisoxazol-4-yl)-4-(3-phenylmorpholino)quinazolin-2-yl)-2,8-diazaspiro[4.5]decan-1-one CC1=NOC(=C1C=1C=C2C(=NC(=NC2=CC1)N1CCC2(CCNC2=O)CC1)N1[C@H](COCC1)C1=CC=CC=C1)C